C(CC(C)C)C(=O)O.C(=O)OCCC(C)C isopentyl formate (isopentyl formate)